ClC=1C=C(C(=NC1)NS(=O)(=O)C1=CNC(=C1)C1=C(C=CC=C1)F)F N-(5-chloro-3-fluoro-2-pyridyl)-5-(2-fluorophenyl)-1H-pyrrole-3-sulfonamide